N-(4-fluorophenyl)-1-phenyl-1H-pyrrolo[2,3-b]pyridin-6-amine FC1=CC=C(C=C1)NC1=CC=C2C(=N1)N(C=C2)C2=CC=CC=C2